1,3-bis(pyridin-2-yl)-5-(4-diphenylaminophenyl)benzene N1=C(C=CC=C1)C1=CC(=CC(=C1)C1=CC=C(C=C1)N(C1=CC=CC=C1)C1=CC=CC=C1)C1=NC=CC=C1